C(C)(C)(C)OC(=O)N(CCCN(CC(CCCCCC(=O)OCC1=CC=CC=C1)O)CC(CCCCCC(=O)OCC1=CC=CC=C1)O)C dibenzyl 8,8'-((3-((tert-butoxycarbonyl)(methyl)amino) propyl)azanediyl)bis(7-hydroxyoctanoate)